4-(8-amino-3-((2S)-1-(8-((2-(2,6-dioxopiperidin-3-yl)-1,3-dioxoisoindoline-4-yl)thio)octyl)pyrrolidin-2-yl)imidazo[1,5-a]pyrazin-1-yl)-N-(pyridin-2-yl)benzamide NC=1C=2N(C=CN1)C(=NC2C2=CC=C(C(=O)NC1=NC=CC=C1)C=C2)[C@H]2N(CCC2)CCCCCCCCSC2=C1C(N(C(C1=CC=C2)=O)C2C(NC(CC2)=O)=O)=O